(6-[[(benzyloxy)carbonyl]amino]-1,4-difluoro-5,6,7,8-tetrahydronaphthalen-2-yl)-3,8-diazabicyclo[3.2.1]octane-8-carboxylic acid tert-butyl ester C(C)(C)(C)OC(=O)N1C2(CNCC1CC2)C2=C(C=1CCC(CC1C(=C2)F)NC(=O)OCC2=CC=CC=C2)F